(4R,6S)-6-(2-bromoethyl)tetrahydro-4-hydroxy-2H-pyran-2-one BrCC[C@@H]1C[C@H](CC(O1)=O)O